[I].N1=C(C=CC=C1)C1=NC=CC=C1 bipyridyl iodine salt